C(C1=CC=CC=C1)OC=1C(=NC(=CC1)C)I 3-(benzyloxy)-2-iodo-6-methylpyridine